1H-benzo[d]imidazol-5-yl (Z)-but-2-enoate C(\C=C/C)(=O)OC1=CC2=C(NC=N2)C=C1